N1=CN=C(C=C1)C1=C(C(=O)N2CCC(CC2)(C#N)[C@@H](C)C2=CC=C(C=C2)C(F)(F)F)C=CC=N1 (S)-1-(2-(pyrimidin-4-yl)nicotinoyl)-4-(1-(4-(trifluoromethyl)phenyl)ethyl)piperidine-4-carbonitrile